ClC1=C(OCCOCCOCCOC2=C3C(N(C(C3=CC=C2)=O)C2C(NC(CC2)=O)=O)=O)C=CC=C1C(=O)C1C(CCCC1=O)=O 4-[2-[2-[2-[2-chloro-3-(2,6-dioxocyclohexanecarbonyl)phenoxy]ethoxy]ethoxy]ethoxy]-2-(2,6-dioxo-3-piperidyl)isoindoline-1,3-dione